8-fluoro-3-(3-oxo-3-(4-(tetrahydrofuran-2-carbonyl)piperazin-1-yl)propyl)isoquinolin-1(2H)-one FC=1C=CC=C2C=C(NC(C12)=O)CCC(N1CCN(CC1)C(=O)C1OCCC1)=O